C(C)(=O)C1CN(CC1=O)C(=O)OC(C)(C)C 1-Tert-butyl 3-acetyl-4-oxopyrrolidine-1-carboxylate